aluminum methyl acetoacetate diethoxide [O-]CC.[O-]CC.C(CC(=O)C)(=O)OC.[Al+2]